8-(chloromethyl)-6-fluoro-3-methyl-1H-pyrrolo[1,2,3-de]quinoxalin-2(3H)-one ClCC=1C=C2C=3N(C(C(NC3C1)=O)C)C=C2F